4-(cyclopropylmethyl)-1,5,6,7,8,9-hexahydrocyclohepta[b]pyrazine-2,3-dione C1(CC1)CN1C2=C(NC(C1=O)=O)CCCCC2